C(CCC\C=C/CC)O cis-5-octene-1-ol